C(C)(C)(C)OC(=O)N1CC2N(CC1)C(SC2)=N.ClC2=CC=C(C=C2)C2=NC(=NC(=C2)N2CC(CCC2)(F)F)C=2C=NC=CC2 4-(4-chlorophenyl)-6-(3,3-difluoropiperidin-1-yl)-2-(pyridin-3-yl)pyrimidine tert-butyl-3-iminotetrahydro-1H-thiazolo[3,4-a]pyrazine-7(3H)-carboxylate